7-((1r,4r)-4-(2-fluoro-6-methylphenyl)cyclohexyl)-3-propyl-5-((3-(trifluoromethyl)pyridin-2-yl)methyl)pyrido[2,3-b]pyrazin-6(5H)-one FC1=C(C(=CC=C1)C)C1CCC(CC1)C1=CC=2C(=NC(=CN2)CCC)N(C1=O)CC1=NC=CC=C1C(F)(F)F